C(C)(=O)O[C@@H]1[C@H](O[C@H]([C@@H]1OC(C)=O)N1N=CC(NC1=O)=O)COC(C)=O (2R,3R,4R,5R)-2-(ACETOXYMETHYL)-5-(3,5-DIOXO-4,5-DIHYDRO-1,2,4-TRIAZIN-2(3H)-YL)TETRAHYDROFURAN-3,4-DIYL DIACETATE